N-[(6-Amino-5-hydroxy-2-pyridyl)sulfonyl]-6-(3-fluoro-5-isobutoxyphenyl)-2-[(4S)-2,2,4-trimethylpyrrolidin-1-yl]pyridin-3-carboxamid NC1=C(C=CC(=N1)S(=O)(=O)NC(=O)C=1C(=NC(=CC1)C1=CC(=CC(=C1)OCC(C)C)F)N1C(C[C@@H](C1)C)(C)C)O